ClC1=C(C=CC=C1)CC(=O)NC1=CC(=C(C=C1)C=1C=NN(C1)CC1CC1)S(N)(=O)=O 2-(2-Chlorophenyl)-N-{4-[1-(cyclopropylmethyl)-1H-pyrazol-4-yl]-3-sulfamoylphenyl}acetamide